3,2-dioxaphosphorinane thiophosphate P(=S)(O)(O)O.P1OOCCC1